1-(3-chloro-5'-fluoro-2'-hydroxy-3'-(1',2',3',6'-tetrahydro-[2,4'-bipyridin]-4-yl)-[1,1'-biphenyl]-4-yl)-3-methylimidazolidin-2-one ClC=1C=C(C=CC1N1C(N(CC1)C)=O)C1=C(C(=CC(=C1)F)C1=CC(=NC=C1)C=1CCNCC1)O